Ethyl 5-(5-((6-((2-((tert-butoxycarbonyl)imino)-3-methyl-2,3-dihydro-1H-imidazol-1-yl)methyl)-8-(6-fluoro-2-methylpyridin-3-yl)-4-oxochroman-3-yl)methyl)-2-chlorophenoxy)pentanoate C(C)(C)(C)OC(=O)N=C1N(C=CN1C)CC=1C=C2C(C(COC2=C(C1)C=1C(=NC(=CC1)F)C)CC=1C=CC(=C(OCCCCC(=O)OCC)C1)Cl)=O